ClC1=C(C=CC(=C1)Cl)[C@@H](C)NC1=NC(=NC=C1OC)N1CCN(CC1)C(=O)[C@@H]1N(CCC1)C(=O)OC(C)(C)C tert-butyl (2R)-2-[4-[4-[[(1R)-1-(2,4-dichlorophenyl)ethyl]amino]-5-methoxy-pyrimidin-2-yl]piperazine-1-carbonyl]pyrrolidine-1-carboxylate